ClC1=C(C=CC=C1F)C1COCCN1C=1N=C(C(=NC1)C(=O)N[C@H](C)\C=C\S(=O)(=O)C)F 5-(3-(2-chloro-3-fluorophenyl)morpholino)-3-fluoro-N-((R,E)-4-(methylsulfonyl)but-3-en-2-yl)pyrazine-2-carboxamide